8-chloro-N-((1s,4s)-4-(3,3,3-trifluoro-2,2-dimethylpropoxy)cyclohexyl)-5,6-dihydrobenzo[f]imidazo[1,5-d][1,4]oxazepine-10-carboxamide ClC1=CC(=CC=2C=3N(CCOC21)C=NC3)C(=O)NC3CCC(CC3)OCC(C(F)(F)F)(C)C